3-((6-(bis(2-methoxyethyl)amino)-4,8-bis(4-methoxypiperidin-1-yl)pyrimido[5,4-d]pyrimidin-2-yl)(2-methoxyethyl)amino)propanamide COCCN(C=1N=C(C=2N=C(N=C(C2N1)N1CCC(CC1)OC)N(CCC(=O)N)CCOC)N1CCC(CC1)OC)CCOC